C(CC)OC(\C=C\C(=O)OCCC)=O fumaric acid dipropyl ester